COC1=NN(C2=CC=C(C=C12)B1OC(C(O1)(C)C)(C)C)C(=O)OC(C)(C)C tert-butyl 3-methoxy-5-(4,4,5,5-tetramethyl-1,3,2-dioxaborolan-2-yl)indazole-1-carboxylate